BrCC=1C(=CC(=NC1)Cl)OC 5-(bromomethyl)-2-chloro-4-methoxypyridine